FC(C=1C=CC(=NC1C1=NN(C(=N1)CC(F)(F)F)C)N1C=NC2=C1C=C(C(=C2)OC)NC=2N=NC(=CC2)C)F 3-[5-(difluoromethyl)-6-[1-methyl-5-(2,2,2-trifluoroethyl)-1,2,4-triazol-3-yl]-2-pyridyl]-6-methoxy-N-(6-methylpyridazin-3-yl)benzimidazol-5-amine